NC1=C(C=C(N=N1)C1=C(C=CC=C1)O)N1CC2CCC(C1)N2C2=CC(=NC=C2)C#CCN2CC1(C2)CCCC1 2-[6-amino-5-[8-[2-[3-(2-azaspiro[3.4]octan-2-yl)prop-1-ynyl]-4-pyridyl]-3,8-diazabicyclo[3.2.1]octan-3-yl]pyridazin-3-yl]phenol